ClC1=C(C(=NC=C1)C=O)C 4-CHLORO-3-METHYL-PYRIDINE-2-CARBALDEHYDE